[Si](C)(C)(C(C)(C)C)OC1CN(C1)C1=C(C(=NC(=N1)C1CC1)N)Cl 6-{3-[(tert-butyldimethylsilyl)oxy]azetidin-1-yl}-5-chloro-2-cyclopropylpyrimidin-4-amine